4-(2-((3,5-Bis((E)-3,4-dimethoxybenzylidene)-4-oxocyclohexyl)amino)-2-oxoethyl)morpholin-4-ium trifluoroacetate FC(C(=O)[O-])(F)F.COC=1C=C(\C=C\2/CC(C\C(\C2=O)=C/C2=CC(=C(C=C2)OC)OC)NC(C[NH+]2CCOCC2)=O)C=CC1OC